2-(3-(3-(trifluoromethyl)bicyclo[1.1.1]pentan-1-yl)quinoxalin-2-yl)benzo[d]oxazole FC(C12CC(C1)(C2)C=2C(=NC1=CC=CC=C1N2)C=2OC1=C(N2)C=CC=C1)(F)F